NN1C(C2=CC(=CC=C2C(=C1)C(=O)C1CC1)S(=O)(=O)NC1(CC1)C)=O 2-amino-4-(cyclopropanecarbonyl)-N-(1-methylcyclopropyl)-1-oxo-1,2-dihydroisoquinoline-7-sulfonamide